N1(N=CC=C1)CC1=CC2=C(C(=NO2)NS(=O)(=O)C=2C(=CC=C3C(CCOC23)=O)OC)C(=C1Cl)OC N-(6-((1H-pyrazol-1-yl)methyl)-5-chloro-4-methoxybenzo[d]isoxazol-3-yl)-7-methoxy-4-oxochroman-8-sulfonamide